C1N(CC12CCC2)C2=NC=CC(=N2)C 2-{2-Azaspiro[3.3]heptan-2-yl}-4-methylpyrimidin